5-(4-methylpiperazin-1-yl)thiazolo[5,4-b]pyridin-2-amine CN1CCN(CC1)C1=CC=C2C(=N1)SC(=N2)N